Cl.Cl.Cl.N1C(=NC2=C1C=CC=C2)CCNCCC=2SC=C(N2)C(=O)NCC=2N=NC=CC2 2-(2-{[2-(1H-1,3-Benzodiazol-2-yl)ethyl]amino}ethyl)-N-(pyridazin-3-ylmethyl)-1,3-thiazole-4-carboxamide trihydrochloride